C(C)(=O)C1=C(OCCNC(C2=CC=C(C=C2)[N+](=O)[O-])=O)C=C(C=C1)OC N-(2-(2-acetyl-5-methoxyphenoxy)ethyl)-4-nitrobenzamide